4,7-difluoro-1H-indole-2-carboxamide FC1=C2C=C(NC2=C(C=C1)F)C(=O)N